FC1=CC(=C(C=C1)N1CN(C(C2=CC(=CC=C12)C(F)(F)F)=O)C=1C=NC=CC1C)C 1-(4-fluoro-2-methylphenyl)-3-(4-methylpyridin-3-yl)-6-(trifluoromethyl)-2,3-dihydroquinazolin-4(1H)-one